OC1(CN(CCC1)C1=NC=C(C=C1C(=O)NC1=CC(=NC=C1)S(N)(=O)=O)C(F)(F)F)C 2-(3-hydroxy-3-methyl-1-piperidinyl)-N-(2-sulfamoyl-4-pyridinyl)-5-(trifluoromethyl)pyridine-3-carboxamide